(S)-6-((4-((2-hydroxy-1-phenylethyl)amino)-5-(3-methyl-1,2,4-oxadiazol-5-yl)pyrimidin-2-yl)amino)-1-isopropyl-2-methyl-1,2-dihydro-3H-indazol-3-one OC[C@H](C1=CC=CC=C1)NC1=NC(=NC=C1C1=NC(=NO1)C)NC1=CC=C2C(N(N(C2=C1)C(C)C)C)=O